OC1=C(C=C(C=C1)/C=C/C(=O)C1=CC=C(C=C1)OCC(N1CCCC1)=O)OC (E)-3-(4-Hydroxy-3-methoxyphenyl)-1-[4-(2-oxo-2-pyrrolidin-1-ylethoxy)phenyl]prop-2-en-1-one